Cl.NCCOCCOCCOCC(N[C@H](C(=O)N1[C@@H](C[C@H](C1)O)C(=O)NCC1=CC=C(C=C1)C1=C(N=CS1)C)C(C)(C)C)=O (2S,4R)-1-((S)-14-amino-2-(tert-butyl)-4-oxo-6,9,12-trioxa-3-azatetradecan-1-oyl)-4-hydroxy-N-(4-(4-methylthiazol-5-yl)benzyl)pyrrolidine-2-carboxamide hydrochloride